((2R,3S,4R,5S)-5-(4-aminopyrrolo[2,1-f][1,2,4]triazin-7-yl)-2-cyano-3,4-dihydroxytetrahydrofuran-2-yl)methyl ((R)-2-((3-cyano-5-fluorobenzyl) oxy)henicosyl) hydrogen phosphate P(=O)(OC[C@]1(O[C@H]([C@@H]([C@@H]1O)O)C1=CC=C2C(=NC=NN21)N)C#N)(OC[C@@H](CCCCCCCCCCCCCCCCCCC)OCC2=CC(=CC(=C2)F)C#N)O